4-[[4-(3-ethoxyphenyl)thiophen-2-yl]methyl]piperazin C(C)OC=1C=C(C=CC1)C=1C=C(SC1)CN1CCNCC1